N[C@H](C(=O)OCC)CCS(=O)(=N)CCCC(F)(F)F ethyl (2S)-2-amino-4-[S-(4,4,4-trifluorobutyl)sulfonimidoyl]butanoate